OC[C@@H](C(C)C)NC(=O)C1=CC=C2C(=CC(=NC2=C1)C1=CC=C(C=C1)C(F)(F)F)OC (R)-N-(1-hydroxy-3-methylbutan-2-yl)-4-methoxy-2-(4-(trifluoromethyl)phenyl)quinoline-7-carboxamide